ClC1=C(C(=O)N(C)C)C=C(C=C1)CN1N=NC(=C1)C1=C(N=C2N1C=CC=C2)C2=CC=C(C=C2)Cl 2-Chloro-5-((4-(2-(4-chlorophenyl)imidazo[1,2-a]pyridin-3-yl)-1H-1,2,3-triazol-1-yl)methyl)-N,N-dimethylbenzamide